ClC1=C(C=CC(=C1)F)C1=NN=C(S1)CNC(=O)C=1N=NN(C1)C=1C(=NC(=CC1)C)C N-((5-(2-chloro-4-fluorophenyl)-1,3,4-thiadiazol-2-yl)methyl)-1-(2,6-dimethylpyridin-3-yl)-1H-1,2,3-triazole-4-carboxamide